COC(C1=CC(=C(C=C1)[N+](=O)[O-])N1CCNCC1)=O 4-Nitro-3-(piperazin-1-yl)benzoic acid methyl ester